(E)-2,3-difluorobenzaldoxime FC1=C(\C=N\O)C=CC=C1F